ClC1=NC2=CC=CC=C2C(=C1)C(C)NC(C1=C(C=CC=C1)C)=O N-(1-(2-chloroquinolin-4-yl)ethyl)-2-methylbenzamide